2-((2-ethyl-6-fluoro-5-(piperazin-1-yl)pyrazolo[1,5-a]pyridine-3-yl)(methyl-d3)amino)-4-(4-fluorophenyl)thiazole-5-carbonitrile C(C)C1=NN2C(C=C(C(=C2)F)N2CCNCC2)=C1N(C=1SC(=C(N1)C1=CC=C(C=C1)F)C#N)C([2H])([2H])[2H]